methyl 6-chloro-2-cyclopropyl-3-methylpyridine-4-carboxylate ClC1=CC(=C(C(=N1)C1CC1)C)C(=O)OC